N-(5,7-dimethyl-1,3-benzooxazol-2-yl)-3,5-dimethyladamantane-1-carboxamide CC=1C=C(C2=C(N=C(O2)NC(=O)C23CC4(CC(CC(C2)C4)(C3)C)C)C1)C